5-(benzylsulfanyl)-1,3-thiazole-2-sulfonamide C(C1=CC=CC=C1)SC1=CN=C(S1)S(=O)(=O)N